O.P(=O)([O-])([O-])O.[K+].[K+] dipotassium phosphate hydrate